N-(tert-butyl)-3-((2-((4-(1-((2-(2,6-dioxopiperidin-3-yl)-6-fluoro-1,3-dioxoisoindolin-5-yl)methyl)piperidin-4-yl)phenyl)amino)-5-methylpyrimidin-4-yl)amino)benzenesulfonamide C(C)(C)(C)NS(=O)(=O)C1=CC(=CC=C1)NC1=NC(=NC=C1C)NC1=CC=C(C=C1)C1CCN(CC1)CC=1C=C2C(N(C(C2=CC1F)=O)C1C(NC(CC1)=O)=O)=O